ClC1=C(C=C(C=C1)F)[C@@H]1C=2N(CC(N1)=O)C(=NC2NC(C2=CC(=CC(=C2)C(F)(F)F)F)=O)C(NC)=N (R)-N-(8-(2-chloro-5-fluorophenyl)-3-(N-methylcarbamimidoyl)-6-oxo-5,6,7,8-tetrahydroimidazo[1,5-a]pyrazin-1-yl)-3-fluoro-5-(trifluoromethyl)benzamide